(1,3-benzothiazol-2-yl)acetonitrile S1C(=NC2=C1C=CC=C2)CC#N